(4R,5R)-4-Amino-5-hydroxy-6-methyl-heptanoic acid N[C@H](CCC(=O)O)[C@@H](C(C)C)O